C(C)(=O)OCC=1N=NN(C1)C1=CC=CC=C1 (1-phenyl-1H-1,2,3-triazol-4-yl)methyl acetate